Isodecyl Glutarate (2,4-dimethyloctan-2-yl glutarate) CC(C)(CC(CCCC)C)C(C(=O)O)CCC(=O)O.C(CCCC(=O)O)(=O)OCCCCCCCC(C)C